C(CS(=O)(=O)O)N=C(N)N The molecule is the N-amidino derivative of taurine. It is a member of guanidines and an organosulfonic acid. It derives from a taurine. It is a tautomer of a taurocyamine zwitterion.